(S)-1-(5-(4-((4-(2-(hydroxymethyl)pyrrolidin-1-yl)pyrrolo[2,1-f][1,2,4]triazin-2-yl)amino)-1H-imidazol-1-yl)-2,3-dimethoxyphenyl)ethanone OC[C@H]1N(CCC1)C1=NC(=NN2C1=CC=C2)NC=2N=CN(C2)C=2C=C(C(=C(C2)C(C)=O)OC)OC